Cl.Cl.N[C@H](C(=O)OCC1=CC(=NC(=C1)Cl)Cl)CC1CCNCC1 (2,6-Dichloropyridin-4-yl)methyl (S)-2-amino-3-(piperidin-4-yl)propanoate dihydrochloride